OC1(COC1)C1=CC=C(C=C1)C(=O)N1CCN(CC1)CC1=CC(=CC=C1)C(F)(F)F (4-(3-hydroxyoxetan-3-yl)phenyl)(4-(3-(trifluoromethyl)benzyl)piperazin-1-yl)methanone